NCCC[C@@H](C(=O)O)NC(=O)OC(C)(C)C (S)-5-amino-2-((tert-butoxycarbonyl)amino)valeric acid